bis(triethanolamine) 1,5-bis(4-dodecyloxy-3-methoxyphenyl)-3-oxo-1,5-pentanedisulfonate salt C(CCCCCCCCCCC)OC1=C(C=C(C=C1)C(CC(CC(S(=O)(=O)O)C1=CC(=C(C=C1)OCCCCCCCCCCCC)OC)=O)S(=O)(=O)O)OC.N(CCO)(CCO)CCO.N(CCO)(CCO)CCO